N1(N=CC=C1)C1=C(C=CC=C1)S(=O)(=O)C(C1CCN(CC1)C(=O)NC1=CN=NC=C1)(F)F 4-(((2-(1H-pyrazol-1-yl)phenyl)sulfonyl)difluoro-methyl)-N-(pyridazin-4-yl)piperidine-1-carboxamide